COC=1C=CC2=C(N=CN2)C1 6-methoxy-benzimidazol